1,4-bis[bis(3-ethoxy-2-hydroxy-propyl)amino]benzene C(C)OCC(CN(C1=CC=C(C=C1)N(CC(COCC)O)CC(COCC)O)CC(COCC)O)O